CC1=NOC(=C1C=1C=C2C(=NC(=NC2=CC1)C=1C=NN(C1)CC(C)(O)C)N1CCOCC1)C 1-(4-(6-(3,5-dimethylisoxazol-4-yl)-4-morpholinoquinazolin-2-yl)-1H-pyrazol-1-yl)-2-methylpropan-2-ol